C(C)(C)N([Si](N(C(C)C)C(C)C)(N(C(C)C)C(C)C)N(C(C)C)C(C)C)C(C)C N,N,N',N',N'',N'',N''',N'''-octaisopropylsilanetetraamine